C(C)(C)(C)OC(=O)N1CC(=CC1)B1OC(C(O1)(C)C)(C)C.CN(C)CCC[Si](OC)(OC)OC N,N-Dimethylaminopropyl-trimethoxysilane tert-butyl-3-(4,4,5,5-tetramethyl-1,3,2-dioxaborolan-2-yl)-2,5-dihydropyrrole-1-carboxylate